O1C(OCC1)C=1C=CC(=NC1)C=1C(=NC(=NC1)SC)NC1CCC(CC1)O (1r,4r)-4-((5-(5-(1,3-dioxolan-2-yl)pyridin-2-yl)-2-(methylthio)pyrimidin-4-yl)amino)cyclohexan-1-ol